CC1NC=CN1 2-methyl-2,3-dihydroimidazole